tert-butyl 2-cyano-3-ethoxybut-2-enoate C(#N)C(C(=O)OC(C)(C)C)=C(C)OCC